OC1=CC=C(C=N1)[C@H](CC(=O)O)N1N=C(C=C1)CCCC1=NC=2NCCCC2C=C1 (S)-3-(6-hydroxypyridin-3-yl)-3-(3-(3-(5,6,7,8-tetrahydro-1,8-naphthyridin-2-yl)propyl)-1H-pyrazol-1-yl)propionic acid